2-(3,5-dichloro-4-(4-hydroxy-3-isopropyl-2-methylbenzyl)phenoxy)acetic acid ClC=1C=C(OCC(=O)O)C=C(C1CC1=C(C(=C(C=C1)O)C(C)C)C)Cl